C1C2=C3C=CC=C3C=CC=C21 1H-cycloprop[e]azulene